O=C1NC(C=C1)=O 2,5-dioxopyrrol